[4-[bis(4-methoxyphenyl)amino]phenyl]boric acid COC1=CC=C(C=C1)N(C1=CC=C(C=C1)OB(O)O)C1=CC=C(C=C1)OC